C(C)(C)(C)OC(N(CC1CCC1)CC=1C=CC=2N(C1)C=C(N2)CN2N=NC(=C2)C2=C1C=NN(C1=CC(=C2)NCCCl)C2OCCCC2)=O tert-butyl((2-((4-(6-((2-chloroethyl)amino)-1-(tetrahydro-2H-pyran-2-yl)-1H-indazole-4-yl)-1H-1,2,3-triazol-1-yl)methyl)imidazo[1,2-a]pyridin-6-yl)methyl)(cyclobutylmethyl)carbamate